iron tris(isopropyl propionylacetate) C(C)(C)C(C(=O)[O-])C(CC)=O.C(C)(C)C(C(=O)[O-])C(CC)=O.C(C)(C)C(C(=O)[O-])C(CC)=O.[Fe+3]